N1(CCCCC1)CC1CC(CC1)N 3-(piperidin-1-ylmethyl)cyclopentan-1-amine